[Cl-].S1C(=NC2=C1N=C(S2)C2=CC=[N+](C=C2)CC2=CC=C(C=C2)C(=O)O)C2=CC=[N+](C=C2)CC2=CC=C(C=C2)C(=O)O.[Cl-] 4,4'-(thiazolo[5,4-d]thiazole-2,5-diyl)bis(1-(4-carboxybenzyl)pyridin-1-ium) chloride